(2,6-diphenylpyrimidin-4-yl)spiro[fluorene-9,9'-xanthene] C1(=CC=CC=C1)C1=NC(=CC(=N1)C1=CC=CC=2OC3=CC=CC=C3C3(C12)C1=CC=CC=C1C=1C=CC=CC13)C1=CC=CC=C1